COCOC=CCCCC(OCCCC)OCCCC Dibutoxyhexenyl methoxymethyl ether